N=1C(=CN2C1C=CC=C2)C2CCN(CC2)C(=O)OC(C)(C)C tert-butyl 4-(imidazo[1,2-a]pyridin-2-yl)piperidine-1-carboxylate